ethyl 2-(4-(5-(3-((5-cyano-4-(4-fluorophenyl)thiazol-2-yl)(methyl)amino)-2-ethylimidazo[1,2-a]pyridin-6-yl) pyrimidin-2-yl)piperidin-1-yl)acetate C(#N)C1=C(N=C(S1)N(C1=C(N=C2N1C=C(C=C2)C=2C=NC(=NC2)C2CCN(CC2)CC(=O)OCC)CC)C)C2=CC=C(C=C2)F